OC1=C2C(C(=C(OC2=CC(=C1)O)C1=CC(=C(C(=C1)O)O)O)O)=O 5,7,3',4',5'-pentahydroxyflavonol